P(O)(=O)(OP(=O)(O)OP(=O)(O)O)OC[C@@H]1[C@H]([C@H]([C@@H](O)O1)O)O alpha-D-ribose 5-triphosphate